The molecule is a member of the class of resolvins that is resolvin D2 in which the 16-hydroxy group has undergone formal oxidation to the corresponding ketone. It has a role as a human xenobiotic metabolite. It is a diol, an enone, an oxo fatty acid, a resolvin, a secondary allylic alcohol, a secondary alpha-hydroxy ketone and a hydroxy polyunsaturated fatty acid. It is a conjugate acid of a 16-oxoresolvin D2(1-). CC/C=C\\C[C@@H](C(=O)/C=C/C=C/C=C\\C=C\\[C@H](C/C=C\\CCC(=O)O)O)O